N-[(3S,4S)-3-methyl-1-(3,3,3-trifluoropropyl)-4-piperidyl]-6-[3-(4-mesyl-2-anisidino)-1-propynyl]-1-(2,2,2-trifluoroethyl)-1H-1,3-benzimidazole-4-carboxamide C[C@H]1CN(CC[C@@H]1NC(=O)C1=CC(=CC=2N(C=NC21)CC(F)(F)F)C#CCNC=2C(OC)=CC=C(C2)S(=O)(=O)C)CCC(F)(F)F